tert-butyl 4-(2-chloro-6,7-dimethyl-8-oxo-7,8-dihydropyrimido[5,4-d]pyrimidin-4-yl)-3,6-dihydropyridine-1(2H)-carboxylate ClC=1N=C(C2=C(N1)C(N(C(=N2)C)C)=O)C=2CCN(CC2)C(=O)OC(C)(C)C